ClC1=NC=C(C(=C1)C=1OC(=C(N1)C)F)C(F)(F)F 2-(2-chloro-5-(trifluoromethyl)pyridin-4-yl)-5-fluoro-4-methyloxazole